CN(CCCC(CCCC(=O)OC(CC1CC2CCCCC2C1)CC1CC2CCCCC2C1)(CCCC(=O)OC(CCCCCCC)CCCCCCC)O)C 1-[1,3-bis(octahydro-1H-inden-2-yl)propan-2-yl] 9-pentadecan-8-yl 5-[3-(dimethylamino)propyl]-5-hydroxynonanedioate